4-amino-7-fluoro-N-(2-fluoro-4-(1-methyl-1H-pyrazol-5-yl)benzyl)-N-isopropylimidazo[1,5-a]quinoxaline-8-carboxamide NC=1C=2N(C3=CC(=C(C=C3N1)F)C(=O)N(C(C)C)CC1=C(C=C(C=C1)C1=CC=NN1C)F)C=NC2